COC=1C=C(C=CC1OC)C=1NC2=CC=C(C=C2C1C(C)C)C1CCN(CC1)C(CN1CCC(CC1)CO)=O 1-(4-(2-(3,4-dimethoxyphenyl)-3-isopropyl-1H-indol-5-yl)piperidin-1-yl)-2-(4-(hydroxymethyl)piperidin-1-yl)ethan-1-one